C(C)(C)(C)OC(=O)C12CCCC(CCC1)N2C (tert-butyloxycarbonyl)(1R)-9-methyl-9-azabicyclo[3.3.1]nonane